CSCCC(=O)O 3-(methyl-thio)propanoic acid